(S)-N-(1-(2,4-difluorophenyl)-3-methylbutyl)-2-(2,4-dioxo-1,4-dihydroquinazolin-3(2H)-yl)acetamide FC1=C(C=CC(=C1)F)[C@H](CC(C)C)NC(CN1C(NC2=CC=CC=C2C1=O)=O)=O